(R/S)-N-(5-(propanoyl-3,3,3-d3)-4-((3,4,5-trimethyl-4,5-dihydropyrido[3,4-e][1,2,3]triazolo[1,5-a]pyrazin-6-yl)amino)pyridin-2-yl)cyclopropanecarboxamide C(CC([2H])([2H])[2H])(=O)C=1C(=CC(=NC1)NC(=O)C1CC1)NC1=NC=CC2=C1N([C@@H](C=1N2N=NC1C)C)C |r|